BrC1=CC(=C(C(=C1)OC[C@@H]1CNCCO1)C1=CC(=NN1)NC=1N=CC(=NC1)C#N)OC (S)-5-((5-(4-bromo-2-methoxy-6-(morpholin-2-ylmethoxy)phenyl)-1H-pyrazol-3-yl)amino)pyrazine-2-carbonitrile